C(C)(=O)N1[C@H]([C@@H]([C@H](C2=CC(=CC=C12)C=1CCNCC1)NC1=NC=C(C#N)C=C1)C)C1CC1 |r| rac-6-(((2S,3R,4R)-1-acetyl-2-cyclopropyl-3-methyl-6-(1,2,3,6-tetrahydropyridin-4-yl)-1,2,3,4-tetrahydroquinolin-4-yl)amino)nicotinonitrile